Cl.Cl.CC(CC(=O)O)C 3-methyl-butyric acid dihydrochloride